1-benzyl-3-hydroxy-4-[(4-methoxybenzylamino)methyl]pyridin-2(1H)-one C(C1=CC=CC=C1)N1C(C(=C(C=C1)CNCC1=CC=C(C=C1)OC)O)=O